C1(=CC=CC=C1)C1=CC=C(C(=O)O[C@@H]2C[C@H]3[C@H](CC4=CC=CC(=C4C3)OC)[C@H]2\C=C\C(CCCCC)=O)C=C1 [(1R,2R,3aS,9aS)-5-methoxy-1-[(E)-3-oxooct-1-enyl]-2,3,3a,4,9,9a-hexahydro-1H-cyclopenta[b]naphthalen-2-yl] 4-phenylbenzoate